FCCCN1C[C@H](CC1)OC1=CC=C(C=C1)C1=C(CCCC2=C1C=CC(=C2)C=2C=NNC2)C2=CC=C(C=C2)OC(F)(F)F (S)-4-(9-(4-((1-(3-fluoropropyl)pyrrolidin-3-yl)oxy)phenyl)-8-(4-(trifluoromethoxy)phenyl)-6,7-dihydro-5H-benzo[7]annulen-3-yl)-1H-pyrazole